C(C)(C)[C@@]12C[C@@H]([C@@](CC1)(O2)C)OC(CCC(=O)O)=O 4-[[(1R,2S,4S)-4-isopropyl-1-methyl-7-oxabicyclo[2.2.1]heptan-2-yl]oxy]-4-oxo-butanoic acid